(S)-N-{(S)-2-[6-bromopyridine-2-yl]-1-[2-(benzo[d]isoxazol-3-yl)phenyl]ethyl}propane-2-sulfinamide BrC1=CC=CC(=N1)C[C@@H](C1=C(C=CC=C1)C1=NOC2=C1C=CC=C2)N[S@@](=O)C(C)C